CN1N=CC2=CC(=CC(=C12)C)CC1NC(C=2N=CC3=C(CC4(C(NC=5N=CC(C=CCOCCCCCN(C1=O)C)=CC45)=O)C3)C2)=O 10-[(1,7-dimethylindazol-5-yl)methyl]-12-methyl-18-oxa-6,9,12,24,26-pentazapentacyclo[20.5.2.11,4.13,7.025,28]hentriaconta-3,5,7(30),20,22(29),23,25(28)-heptaene-8,11,27-trione